N[C@H]1CS(C2=C(N(C1=O)CC1=CC=C(C=C1)Cl)C=C(C(=C2)C)C=2OC(=NN2)C2CN(CC(C2)(F)F)C)(=O)=O (3R)-3-amino-5-[(4-chlorophenyl)methyl]-7-[5-(5,5-difluoro-1-methyl-3-piperidyl)-1,3,4-oxadiazol-2-yl]-8-methyl-1,1-dioxo-2,3-dihydro-1lambda6,5-benzothiazepin-4-one